C(C)N(C(C1=C(C=CC(=C1)F)C1=C2C(=NC(=C1)[C@@H]1CN(CC1)CC1CCC(CC1)NS(=O)(=O)CC)N(N=C2)C)=O)C(C)C N-ethyl-5-fluoro-2-{1-methyl-6-[(3S)-1-{[(1r,4r)-4-ethanesulfonamidocyclohexyl]methyl}pyrrolidin-3-yl]-1H-pyrazolo[3,4-b]pyridin-4-yl}-N-(isopropyl)benzamide